tert-Butyl 4-[4-(2-cyanoacetyl)-3-methoxy-phenyl]-3-fluoro-piperidine-1-carboxylate C(#N)CC(=O)C1=C(C=C(C=C1)C1C(CN(CC1)C(=O)OC(C)(C)C)F)OC